4-[(trans-4-{2,5-dioxo-3-[5-(trifluoromethyl)-3-pyridinyl]-1-imidazolidinyl}cyclohexyl)oxy]-N-methyl-7-quinazolinecarboxamide O=C1N(C(CN1C=1C=NC=C(C1)C(F)(F)F)=O)[C@@H]1CC[C@H](CC1)OC1=NC=NC2=CC(=CC=C12)C(=O)NC